6-(3-(4-(benzo[d]isothiazol-3-yl)piperazin-1-yl)propoxy)-2-(3,4-dichlorophenyl)pyridazin-3(2H)-one S1N=C(C2=C1C=CC=C2)N2CCN(CC2)CCCOC=2C=CC(N(N2)C2=CC(=C(C=C2)Cl)Cl)=O